C(C)(C)(C)OC(=O)N1CCC(CC1)N1C(C(CCC1)O)=O.NC=1C=C(OCCCCCCCCCCOC2=CC(=CC=C2)N)C=CC1 1,10-di(3-aminophenoxy)decane tert-butyl-3-hydroxy-2-oxo-[1,4'-bipiperidine]-1'-carboxylate